(2,4-dichloro-6-fluorophenyl)methanol ClC1=C(C(=CC(=C1)Cl)F)CO